C(CCCC)[O-].[Zr+4].C(CCCC)[O-].C(CCCC)[O-].C(CCCC)[O-] zirconium pentanolate